N-(4-Chlorobenzyl)-6-((1-(N-(2-hydroxy-2-methylpropyl)sulfamoyl)cyclopropyl)methyl)-1-methyl-7-oxo-4,5,6,7-tetrahydro-1H-pyrazolo[3,4-c]pyridine-3-carboxamide ClC1=CC=C(CNC(=O)C2=NN(C=3C(N(CCC32)CC3(CC3)S(NCC(C)(C)O)(=O)=O)=O)C)C=C1